C1=CN(C(=O)N=C1N)[C@H]2[C@@H]([C@@H]([C@H](O2)COP(=O)(O)O[C@@H]3[C@H](O[C@H]([C@@H]3O)N4C=NC5=C(N=CN=C54)N)COP(=O)(O)O[C@@H]6[C@H](O[C@H]([C@@H]6O)N7C=CC(=O)NC7=O)COP(=O)(O)O[C@@H]8[C@H](O[C@H]([C@@H]8O)N9C=CC(=NC9=O)N)COP(=O)(O)O[C@@H]1[C@H](O[C@H]([C@@H]1O)N1C=NC2=C(N=CN=C21)N)COP(=O)(O)O[C@@H]1[C@H](O[C@H]([C@@H]1O)N1C=CC(=NC1=O)N)COP(=O)(O)O[C@@H]1[C@H](O[C@H]([C@@H]1O)N1C=NC2=C(N=CN=C21)N)COP(=O)(O)O[C@@H]1[C@H](O[C@H]([C@@H]1O)N1C=CC(=O)NC1=O)COP(=O)(O)O[C@@H]1[C@H](O[C@H]([C@@H]1O)N1C=NC2=C1N=C(NC2=O)N)COP(=O)(O)O[C@@H]1[C@H](O[C@H]([C@@H]1O)N1C=CC(=O)NC1=O)COP(=O)(O)O[C@@H]1[C@H](O[C@H]([C@@H]1O)N1C=NC2=C(N=CN=C21)N)COP(=O)(O)O[C@@H]1[C@H](O[C@H]([C@@H]1O)N1C=CC(=O)NC1=O)CO)OP(=O)(O)OC[C@@H]1[C@H]([C@H]([C@@H](O1)N1C=NC2=C(N=CN=C21)N)O)O)O The molecule is a synthetic RNA fragment comprised of five adenosine, one guanosine, four uridine and three cytidine residues connected by 3'->5' phosphodiester linkages in the sequence U-G-G-G-A-A-G-A-C-A.